NCCC(C(F)(F)F)(O)C(F)(F)F 4-amino-1,1,1-trifluoro-2-(trifluoromethyl)butan-2-ol